N-[1-(fluoromethyl)cyclopropyl]-1-(3-methoxypropyl)-3-(5-methyl-1,3,4-thiadiazol-2-yl)-2-oxo-benzimidazole-5-sulfonamide FCC1(CC1)NS(=O)(=O)C1=CC2=C(N(C(N2C=2SC(=NN2)C)=O)CCCOC)C=C1